N1CC(C1)C(C)(C)O azetidin-3-yl-isopropanol